Bis[6-(2-hydroxyethoxy)naphthalen-2-yl]diphenylsilane OCCOC=1C=C2C=CC(=CC2=CC1)[Si](C1=CC=CC=C1)(C1=CC=CC=C1)C1=CC2=CC=C(C=C2C=C1)OCCO